C(CCC)C1=CC=C(C=C1)C=CC(=O)C1=C(C=CC=C1)O 3-(4-Butylphenyl)-1-(2-hydroxyphenyl)prop-2-en-1-one